(2,6-dichloro-3,5-dimethoxyphenyl)-1-(4-methoxybenzyl)-N-(2-methyl-6-nitrophenyl)-4,5,6,7-tetrahydro-1H-indazol-3-amine ClC1=C(C(=C(C=C1OC)OC)Cl)C1C=2C(=NN(C2CCC1)CC1=CC=C(C=C1)OC)NC1=C(C=CC=C1[N+](=O)[O-])C